{2,3',5,5'-tetrafluoro-[1,1'-biphenyl]-3-yl}acetic acid FC1=C(C=C(C=C1CC(=O)O)F)C1=CC(=CC(=C1)F)F